C1(=CC=CC2=CC=CC(=C12)C(=O)[O-])C(=O)[O-] naphthalene-1,8-dicarboxylate